tert-butyl (R)-(1-(6-bromopyridin-3-yl)piperidin-3-yl)(cyclobutylmethyl)carbamate BrC1=CC=C(C=N1)N1C[C@@H](CCC1)N(C(OC(C)(C)C)=O)CC1CCC1